phenyl 7-cyclopropoxy-2-(1-methyl-2-oxabicyclo[2.1.1]hexan-4-yl)imidazo[1,2-a]pyridine-6-carboxylate C1(CC1)OC1=CC=2N(C=C1C(=O)OC1=CC=CC=C1)C=C(N2)C21COC(C2)(C1)C